(S)-5-(pyridazin-3-ylmethyl)-N-(5-(tetrahydrofuran-3-yl)-1H-pyrazol-3-yl)-5H-pyrrolo[2,3-b]pyrazin-3-amine N1=NC(=CC=C1)CN1C=CC=2C1=NC(=CN2)NC2=NNC(=C2)[C@H]2COCC2